N[C@@]1(CN(C[C@H]1CCCB(O)O)C1=C(C(C1=O)=O)N)C(=O)O |r| (rac)-trans-3-amino-1-(2-amino-3,4-dioxocyclobut-1-en-1-yl)-4-(3-boronopropyl)pyrrolidine-3-carboxylic acid